(trans)-3-(4-amino-1H-imidazol-1-yl)cyclobutanol NC=1N=CN(C1)[C@@H]1C[C@H](C1)O